(2,2'-dichloro-[1,1'-biphenyl]-3-yl)methanol ClC1=C(C=CC=C1CO)C1=C(C=CC=C1)Cl